(3-chloro-2-fluorobenzyl)-N1-(2-(methylsulfanyl)ethyl)ethane-1,2-diamine hydrochloride Cl.ClC=1C(=C(CC(CN)NCCSC)C=CC1)F